F[B-](F)(F)F.[Ru+2].F[B-](F)(F)F ruthenium(II) tetrafluoroborate